C(C)(C)N1CC2=CC(=C(C=C2CC1)OC)NC=1N=NC(=C(N1)NC1=C(C=CC=C1)C(C)OC)C(=O)N ((2-isopropyl-6-methoxy-1,2,3,4-tetrahydroisoquinolin-7-yl)amino)-5-((2-(1-methoxyethyl)phenyl)amino)-1,2,4-triazine-6-carboxamide